C(N)(OCCOCCOCCOCCOCCN)=O (14-amino-3,6,9,12-tetraoxatetradecan-1-yl) carbamate